N-[4-(2-amino-5-methyl-1,3-thiazol-4-yl)-2-(trifluoromethyl)phenyl]cyclopropanecarboxamide NC=1SC(=C(N1)C1=CC(=C(C=C1)NC(=O)C1CC1)C(F)(F)F)C